6-(4-(trifluoromethoxy)benzylamino)-9-β-D-arabinofuranosylpurine FC(OC1=CC=C(CNC2=C3N=CN(C3=NC=N2)[C@H]2[C@@H](O)[C@H](O)[C@H](O2)CO)C=C1)(F)F